NC=1C(=C(C=CC1)CC=1C(OC2=C(C(=CC=C2C1C)OC1=NC=CC=C1F)F)=O)F 3-[(3-amino-2-fluoro-phenyl)methyl]-8-fluoro-7-[(3-fluoro-2-pyridyl)oxy]-4-methyl-chromen-2-one